(±)-4-(3-chlorophenyl)-2-(4-nitrophenoxy)-1,3,2-dioxaphosphinane 2-oxide ClC=1C=C(C=CC1)C1OP(OCC1)(OC1=CC=C(C=C1)[N+](=O)[O-])=O